1-(5-fluoropyridin-2-yl)-2-isopropyl-6-(methylthio)-1,2-dihydro-3H-pyrazolo[3,4-d]pyrimidin-3-one FC=1C=CC(=NC1)N1N(C(C=2C1=NC(=NC2)SC)=O)C(C)C